C(C(=O)C)(=O)OCOCC ethoxymethyl pyruvate